[Sn].[Ge] Germanium tin